5-{6-[2-(2-Cyano-6,7-difluoro-4-methyl-indol-1-yl)-ethylamino]-pyrimidin-4-yl}-3-ethoxy-thiophen C(#N)C=1N(C2=C(C(=CC(=C2C1)C)F)F)CCNC1=CC(=NC=N1)C1=CC(=CS1)OCC